O[C@]12[C@@H](C=C3[C@@H]4CC[C@H]([C@@H](CCCC(C)C)C)[C@]4(CC[C@@H]3[C@]2(CC[C@@H](C1)O)C)C)NCCC1=CNC2=CC=CC=C12 5α-hydroxy-6β-[2-(1H-indol-3-yl)ethylamino]cholest-7-en-3β-ol